C(C)N1CC2=CC=C(C=C2CC1)NC1=CC=CC=C1 2-Ethyl-N-phenyl-1,2,3,4-tetrahydroisoquinolin-6-amine